4-[3-[2,6-Dichloro-4-(6,6-dimethoxy-2-azaspiro[3.3]heptan-2-yl)benzoyl]-2,4-dihydro-1,3-benzoxazin-8-yl]-5-fluoro-2-(3-oxa-8-azabicyclo[3.2.1]oct-8-yl)benzoic acid ClC1=C(C(=O)N2COC3=C(C2)C=CC=C3C3=CC(=C(C(=O)O)C=C3F)N3C2COCC3CC2)C(=CC(=C1)N1CC2(C1)CC(C2)(OC)OC)Cl